O[C@@](CN1N=CC(=C1)C#N)(C)[C@H]1C[C@@H]([C@H]([C@H]2[C@@H]3CC[C@@H]4C[C@](CC[C@@H]4[C@H]3CC[C@]12C)(C)O)C)C 1-((S)-2-hydroxy-2-((1S,3S,4R,4aS,4bR,6aR,8R,10aS,10bR,12aS)-8-hydroxy-3,4,8,12a-tetramethyloctadecahydrochrysen-1-yl)propyl)-1H-pyrazole-4-carbonitrile